BrC1=C(C=CC=C1)C#CC1=C(C(=CC(=C1)C)C)NS(=O)(=O)C1=CC=C(C=C1)C N-(2-((2-bromophenyl)ethynyl)-4,6-dimethylphenyl)-4-methylbenzenesulfonamide